Tert-butyl 6-cyano-1a,2-dihydro-1H-cyclopropa[c]quinoline-3(7bH)-carboxylate C(#N)C1=CC=2C3C(CN(C2C=C1)C(=O)OC(C)(C)C)C3